OCC(CCC)C 2-(hydroxymethyl)-1-ethylpropane